30-(eicosa-11-enoyloxy)-triacontanoic acid C(CCCCCCCCCC=CCCCCCCCC)(=O)OCCCCCCCCCCCCCCCCCCCCCCCCCCCCCC(=O)O